methyl (2S)-2-[(tert-butoxycarbonyl)amino]-3-(4-fluoro-3-hydroxyphenyl)propanoate C(C)(C)(C)OC(=O)N[C@H](C(=O)OC)CC1=CC(=C(C=C1)F)O